2-chloro-6-(2-methoxyethoxy)benzo[d]oxazole ClC=1OC2=C(N1)C=CC(=C2)OCCOC